CC1N(CCN(C1)C1COC1)C=1N=CC(=NC1)NN1C(C=CC=C1)=O (5-(2-methyl-4-(oxetan-3-yl)piperazin-1-yl)pyrazin-2-yl)aminopyridin-2(1H)-one